C1(CC1)CCCCCCCCC=O 9-cyclopropyl-nonanal